1-(2-(Acetylthio)acetoxy)ethyl (2S)-2-(2-(benzofuran-6-carbonyl)-5,7-dichloro-1,2,3,4-tetrahydroisoquinoline-6-carboxamido)-3-(3-(methylsulfonyl)phenyl)propanoate O1C=CC2=C1C=C(C=C2)C(=O)N2CC1=CC(=C(C(=C1CC2)Cl)C(=O)N[C@H](C(=O)OC(C)OC(CSC(C)=O)=O)CC2=CC(=CC=C2)S(=O)(=O)C)Cl